C12CN(CC(CC1)O2)S(=O)(=O)C2=CC=C(C=C2)NC(=O)NCC2=CC=NC=C2 1-[4-(8-oxa-3-azabicyclo[3.2.1]octane-3-sulfonyl)-phenyl]-3-pyridin-4-ylmethyl-urea